4-((5-chloro-7-(2-((3-ethyl-2,6-dioxo-4-(trifluoromethyl)-3,6-dihydropyrimidin-1(2H)-yl)methyl)thieno[3,2-b]pyridin-7-yl)-1H-indol-1-yl)methyl)piperidine-4-carbonitrile ClC=1C=C2C=CN(C2=C(C1)C1=C2C(=NC=C1)C=C(S2)CN2C(N(C(=CC2=O)C(F)(F)F)CC)=O)CC2(CCNCC2)C#N